Dihydro-4-hydroxy-2(3H)-furanone OC1CC(OC1)=O